[He].BrC1=CC=CC=2N(C=NC21)C=2C(=NC(=CC2)OCC2=CC=CC=C2)OCC2=CC=CC=C2 4-bromo-1-(2,6-dibenzyloxy-3-pyridyl)benzimidazole Helium